C(C)(C)(C)OC(=O)N(C(OC(C)(C)C)=O)C=1C2=C(N=CN1)N(C(=C2C2=CC=C(C=C2)C(=O)N2CCCC2)C2C(C2)NC(=O)OC(C)(C)C)C tert-butyl (tert-butoxycarbonyl)(6-(2-((tert-butoxycarbonyl)amino) cyclopropyl)-7-methyl-5-(4-(pyrrolidine-1-carbonyl)phenyl)-7H-pyrrolo[2,3-d]pyrimidin-4-yl)carbamate